2-(Difluoromethylsulfinyl)-5-phenyl-6,7-dihydro-5H-pyrrolo[1,2-b][1,2,4]triazole FC(S(=O)C=1N=C2N(N1)C(CC2)C2=CC=CC=C2)F